O=C(CC[C@@H](C(=O)O)NC(CCCCCCCCCCCCC)=O)NCCOCCOCC(NCCOCCOCC(NCCOCCOCC(C)=O)=O)=O (2S)-5-oxo-2-[(1-oxotetradecyl)amino]-5-[(8,17,26-trioxo-9,18-diaza-3,6,12,15,21,24-hexaoxaheptacosane-1-yl)amino]pentanoic acid